C(CC)C1CC(NC(C1)=O)=O 4-propyl-piperidine-2,6-dione